COC=1C=CC=C2C(=NC=NC12)NC1CCC(CC1)=O 4-((8-methoxyquinazolin-4-yl)amino)cyclohexanone